(R or S)-6-(1-((4-chlorophenyl)amino)-1-oxopropan-2-yl)-N-(2,6-difluorophenyl)-2-azaspiro[3.3]heptane-2-carboxamide ClC1=CC=C(C=C1)NC([C@H](C)C1CC2(CN(C2)C(=O)NC2=C(C=CC=C2F)F)C1)=O |o1:9|